sulfamoylbenzoate C1=CC=C(C=C1)C(=O)OS(=O)(=O)N